(S)-1-amino-2-(1-cinnamoylpiperidin-2-yl)-4-(4-((4-methylpyridin-2-yl)carbamoyl)phenyl)-1H-imidazole-5-carboxamide NN1C(=NC(=C1C(=O)N)C1=CC=C(C=C1)C(NC1=NC=CC(=C1)C)=O)[C@H]1N(CCCC1)C(C=CC1=CC=CC=C1)=O